ClC1=NC(=CC(=C1N1CCOCC1)Cl)C 4-(2,4-dichloro-6-methyl-3-pyridinyl)morpholine